1-(piperazin-1-yl)ethane N1(CCNCC1)CC